(1R,5S,6s)-6-(3-(tert-butyl)phenyl)-3-azabicyclo[3.1.0]hexane hydrochloride Cl.C(C)(C)(C)C=1C=C(C=CC1)C1[C@@H]2CNC[C@H]12